COC(=O)C1=C(C(=NC=C1)C1=NC=CC=C1)C(=O)OC bis(methoxycarbonyl)-2,2'-bipyridine